FC1=CC(=C(C=C1C=1C=NC(=NC1)N1CCOCC1)NC(C1=C(C=CC=C1)C(F)(F)F)=O)N1C[C@H](N([C@H](C1)C)C)C N-[4-fluoro-5-(2-morpholin-4-ylpyrimidin-5-yl)-2-[(3R,5S)-3,4,5-trimethylpiperazin-1-yl]phenyl]-2-(trifluoromethyl)benzamide